[Cl-].[Cl-].IC1=CC=C(C=C1)C(=[Zr+2](C1=C(C(=CC=2C3=CC(=C(C=C3CC12)C)C(C)(C)C)C(C)(C)C)C)C1C=CC=C1)C1=CC=C(C=C1)I di-(p-iodophenyl)methylene(cyclopentadienyl)(2,7-dimethyl-3,6-di-tert-butylfluorenyl)zirconium dichloride